[9-{[2-(4-isopropylphenyl)imidazo[1,2-a]pyrimidin-3-yl]methyl}-3,9-diazabicyclo[4.2.1]non-3-yl]methanone C(C)(C)C1=CC=C(C=C1)C=1N=C2N(C=CC=N2)C1CN1C2CN(CCC1CC2)C=O